3-chloro-5a-(4-chlorophenyl)-8,8a-dihydroxy-6-phenyl-5a,7,8,8a-tetrahydro-6H-cyclopenta[4,5]furo[3,2-b]pyridine-7-carboxylate ClC=1C=C2C(=NC1)C1(C(O2)(C(C(C1O)C(=O)[O-])C1=CC=CC=C1)C1=CC=C(C=C1)Cl)O